C(C)(C)(C)OC(=O)N1CC2(CC1)CCN(CC2)C2=NC=NC1=CC(=C(C=C21)OCF)OC 8-[6-(fluoromethoxy)-7-methoxy-quinazolin-4-yl]-2,8-diazaspiro[4.5]decane-2-carboxylic acid tert-butyl ester